2-((2-((2-methoxy-4-((5-(4-methylpiperazin-1-carbonyl)adamantan-2-yl)amino)phenyl)amino)-5-(trifluoromethyl)pyrimidin-4-yl)amino)-N,3-dimethylbenzamide COC1=C(C=CC(=C1)NC1C2CC3CC(CC1C3)(C2)C(=O)N2CCN(CC2)C)NC2=NC=C(C(=N2)NC2=C(C(=O)NC)C=CC=C2C)C(F)(F)F